R-(3-Aminopiperidin-1-yl)(2-(1-(cyclopropylmethyl)-1H-indol-2-yl)-6-methyl-5,6-dihydro-4H-imidazo[1,5,4-de]quinoxalin-8-yl)methanone N[C@H]1CN(CCC1)C(=O)C=1C=C2C=3N(CCN(C3C1)C)C(=N2)C=2N(C1=CC=CC=C1C2)CC2CC2